(R)-N-((S)-1'-(4-amino-5-iodo-6-methylpyrimidin-2-yl)-1,3-dihydrospiro[indene-2,4'-piperidin]-1-yl)-2-methylpropane-2-sulfinamide NC1=NC(=NC(=C1I)C)N1CCC2(CC1)[C@@H](C1=CC=CC=C1C2)N[S@](=O)C(C)(C)C